C[C@H]1N([C@@H](COC1)C)C(=O)C1=C(OC=2C(=NC=NC2)N2CC3(C2)CCN(CC3)C[C@@H]3CC[C@H](CO3)NS(=O)(=O)NC3CC3)C=CC(=C1)F N-[(3R,6S)-6-{[2-(5-{2-[(3R,5R)-3,5-Dimethylmorpholine-4-carbonyl]-4-fluorophenoxy}pyrimidin-4-yl)-2,7-diazaspiro[3.5]nonan-7-yl]methyl}oxan-3-yl](cyclopropylamino)sulfonamide